NC1=C2C(=NC=N1)N(N=C2C2=CC=C(C=C2)OC2=CC=CC=C2)C2CCN(CC2)CCCCCCCSC2=C1CN(C(C1=CC=C2)=O)C2C(NC(CC2)=O)=O 3-(4-((7-(4-(4-amino-3-(4-phenoxyphenyl)-1H-pyrazolo[3,4-d]pyrimidin-1-yl)piperidine-1-yl)heptyl)thio)-1-oxoisoindolin-2-yl)piperidine-2,6-dione